C1CC12CNCCCNCCCNC2 5,9,13-triazaspiro[2.11]tetradecan